(2S)-2-chloro-2'-methyl-6'-(1-methyltriazol-4-yl)spiro[6,7-dihydrothieno[3,2-c]pyran-4,4'-piperidine] ClC1=CC2=C(CCOC23CC(NC(C3)C=3N=NN(C3)C)C)S1